FC(C1=CC=C(O[C@H]2C[C@H](C2)OC=2N=CC(=NC2)C2=CC(=NO2)[O-])C=C1)(F)F.[NH4+] ammonium 5-[5-({cis-3-[4-(trifluoromethyl)phenoxy]cyclobutyl}oxy)pyrazin-2-yl]isoxazol-3-olate